CC=1C=C(C=C(C1)C)C1=C2CCCC2=CC=2C=C(CC12)C 4-(3',5'-dimethylphenyl)-6-methyl-1,2,3,5-tetrahydro-s-indacene